N4,N4-dimethyl-D-asparagine CN(C(C[C@@H](N)C(=O)O)=O)C